trans-(2SR,3SR)-3-(pyridin-2-yldisulfanyl)-1,2,3,4-tetrahydronaphthalen-2-ol N1=C(C=CC=C1)SS[C@@H]1[C@H](CC2=CC=CC=C2C1)O |r|